The molecule is if you can find information about the stereoconfiguration of the second amino group, you are very welcome to add it. C(C(CO/C=C/[C@@H](C(=O)[O-])[NH3+])[NH3+])O